[Si](C1=CC=CC=C1)(C1=CC=CC=C1)(C(C)(C)C)O[C@@H]1C[C@H](NC1)C(=O)O (2S,4R)-4-((tert-butyldiphenylsilyl)oxy)pyrrolidine-2-carboxylic acid